OCCNC1=CC(=CC(=N1)N1C(C2=CC=CC(=C2C1)C(F)(F)F)=O)[C@@H](CC1=NN=CN1C)C (R)-2-(6-(2-hydroxyethylamino)-4-(1-(4-methyl-4H-1,2,4-triazol-3-yl)propan-2-yl)pyridin-2-yl)-4-(trifluoromethyl)isoindolin-1-one